C1(CCC1)CN1N=CC=2C=NC(=CC21)NC2=NC(=CC(=N2)N2CCNCC2)N2CCCC2 1-(cyclobutylmethyl)-N-(4-piperazin-1-yl-6-pyrrolidin-1-ylpyrimidin-2-yl)-1H-pyrazolo[4,3-c]pyridin-6-amine